1-(4-(3-acetylphenyl)-7-methoxy-2H-indazol-2-yl)-N-isobutylcyclopropane-1-carboxamide C(C)(=O)C=1C=C(C=CC1)C=1C2=CN(N=C2C(=CC1)OC)C1(CC1)C(=O)NCC(C)C